(3-(4-((2-(tert-butyl)-1H-imidazol-1-yl)methyl)-2-cyanophenyl)-5-isobutyl Thiophen-2-yl)sulfonylcarbamate C(C)(C)(C)C=1N(C=CN1)CC1=CC(=C(C=C1)C1=C(SC(=C1)CC(C)C)S(=O)(=O)NC([O-])=O)C#N